4-(6-((4-chloro-2-fluorobenzofuran-7-yl)methoxy)-5-fluoropyridin-2-yl)cyclohex-3-ene ClC1=CC=C(C2=C1C=C(O2)F)COC2=C(C=CC(=N2)C2=CCCCC2)F